3-[(3R)-4,4-difluorotetrahydrofuran-3-yl]-1-[(1R)-3-(4-fluorophenyl)-1-(4-pyridyl)propyl]-1-methyl-urea FC1([C@@H](COC1)NC(N(C)[C@H](CCC1=CC=C(C=C1)F)C1=CC=NC=C1)=O)F